N-((1,2,3,5,6,7-hexahydro-s-indacen-4-yl)carbamoyl)-4,6,7,8-tetrahydro-5,8-ethanothiazolo[4,5-c]azepine-2-sulfonamide C1CCC2=C(C=3CCCC3C=C12)NC(=O)NS(=O)(=O)C=1SC2=C(CN3CCC2CC3)N1